COC1=C(C=CC=C1)C(C(=O)NCCC1=CC=NC=C1)NCCC1CCNCC1 2-(2-methoxyphenyl)-2-[(2-piperidine-4-ylethyl)amino]-N-(2-pyridine-4-ylethyl)acetamid